C1(=CC=CC=C1)C1=NC(=CC(=N1)C1=C(C=CC=C1)C1=CC(=NC(=C1N1C2=C(C=3C=CC=CC13)N=CC=C2)N2C1=C(C=3C=CC=CC23)N=CC=C1)C=1C=C(C=CC1)N1C2=CC=C(C=C2C=2C=C(C=CC12)C#N)C#N)C1=CC=CC=C1 9-(3-(4-(2-(2,6-diphenylpyrimidin-4-yl)phenyl)-5,6-bis(5H-pyrido[3,2-b]indol-5-yl)pyridin-2-yl)phenyl)-9H-carbazole-3,6-dicarbonitrile